OCC(C)N1C=NC2=C(C1=O)C=C(N=C2C2=CC=C(C=C2)C(F)(F)F)C=2C=NN(C2)C 3-(1-hydroxy-prop-2-yl)-6-(1-methyl-1H-pyrazol-4-yl)-8-(4-(trifluoromethyl)phenyl)pyrido[3,4-d]pyrimidin-4(3H)-one